O1N=PCC1 Oxazaphospholene